2-chloro-6-methoxybenzo[d]Thiazole ClC=1SC2=C(N1)C=CC(=C2)OC